3-amino-5-methylamino-1-(4-vinylbenzyl)-1H-1,2,4-triazole NC1=NN(C(=N1)NC)CC1=CC=C(C=C1)C=C